1-(3,4-dichloropyridin-2-yl)-5-(trifluoromethyl)-1H-pyrazole-4-carboxamide ClC=1C(=NC=CC1Cl)N1N=CC(=C1C(F)(F)F)C(=O)N